CC(C(=O)O)(CC(C)C)C 2,2,4-trimethyl-1-hydroxypentanal